FC(C[C@H](C(=O)NC1=NC=CC(=C1)C1=C(C=2N=CN=C(C2N1)OCC(F)(F)F)C1=NC=CC=C1)C1=CC=C(C=C1)F)F (2S)-4,4-Difluoro-2-(4-fluorophenyl)-N-{4-[7-(pyridin-2-yl)-4-(2,2,2-trifluoroethoxy)-5H-pyrrolo[3,2-d]pyrimidin-6-yl]pyridin-2-yl}butanamid